ClC1=CC=C(C=N1)C(C(C)N1N=C(N=C1)C(F)(F)F)=NNC=O 2-[1-(6-chloro-3-pyridinyl)-2-[3-(trifluoromethyl)-1H-1,2,4-triazol-1-yl]propylidene]hydrazinecarboxaldehyde